(cis)-tert-butyl 4-benzyl-3,3-difluoro-5-oxohexahydropyrrolo[3,2-b]pyrrole-1(2H)-carboxylate C(C1=CC=CC=C1)N1C(C[C@@H]2N(CC([C@@H]21)(F)F)C(=O)OC(C)(C)C)=O